C(C)(C)(C)OC(=O)N1CC(C(CC1)=O)C.COC1=CC=C(C2=CC=CC=C12)C1=C(C=NO1)C1=CC(=C(C(=C1)OC)OC)OC 5-(4-methoxynaphthalene-1-yl)-4-(3,4,5-trimethoxyphenyl)isoxazole tert-butyl-3-methyl-4-oxo-piperidine-1-carboxylate